[1,4']bipiperidinyl-1'-carbonyl chloride N1(CCCCC1)C1CCN(CC1)C(=O)Cl